4-(3-(((8-fluoroquinoxalin-6-yl)methyl)amino)pyridin-4-yl)piperazine-1-carboxylic acid tert-butyl ester C(C)(C)(C)OC(=O)N1CCN(CC1)C1=C(C=NC=C1)NCC=1C=C2N=CC=NC2=C(C1)F